C(C)(C)(C)C1=C(C(=CC(=C1)C=C)C(C)(C)C)O 2,6-di-tert-butyl-4-vinylphenol